ClC1=CC=C(C=C1)CCNC1=NN(C2=NC=NC=C21)C2=CC(=CC=C2)C 2-(4-chlorophenyl)ethylamino-1-(3-methylphenyl)-1H-pyrazolo[3,4-d]pyrimidine